2-oxo-7-[(trifluoromethyl)oxy]-1H-quinoline-3-carboxylic acid O=C1NC2=CC(=CC=C2C=C1C(=O)O)OC(F)(F)F